FC=1C=CC(=NC1)C1=NN(C=C1C=1C=CN=C2C=CC(=NC12)C)C 8-[3-(5-fluoro-2-pyridinyl)-1-methyl-pyrazol-4-yl]-2-methyl-1,5-naphthyridine